methyl 3-[(5-fluoro-1H-indol-3-yl) carbamoyl]-1H-indazole-6-carboxylate FC=1C=C2C(=CNC2=CC1)NC(=O)C1=NNC2=CC(=CC=C12)C(=O)OC